Tert-butyl (1R,5S)-3-(7-(3-((tert-butyldimethylsilyl)oxy)naphthalen-1-yl)-8-fluoro-2-(3-methoxy-2,2-dimethyl-3-oxopropoxy)quinazolin-4-yl)-3,8-diazabicyclo[3.2.1]octane-8-carboxylate [Si](C)(C)(C(C)(C)C)OC=1C=C(C2=CC=CC=C2C1)C1=CC=C2C(=NC(=NC2=C1F)OCC(C(=O)OC)(C)C)N1C[C@H]2CC[C@@H](C1)N2C(=O)OC(C)(C)C